3-(2-{[(3-Methoxy-1-methyl-1H-pyrazol-4-yl)amino]-5-methylpyrimidin-4-yl}-1H-indol-7-yl)-2-(4-methylpiperazin-1-yl)butanamide COC1=NN(C=C1NC1=NC=C(C(=N1)C=1NC2=C(C=CC=C2C1)C(C(C(=O)N)N1CCN(CC1)C)C)C)C